C1(=CC=CC=C1)NC1=CC=C(C=C1)C1(CC=CC=C1)N(C1=CC=CC2=CC=CC=C12)C1=CC=CC=C1 N,N'-diphenyl-N'-(1-naphthyl)-1,4'-biphenyl-4,4'-diamine